3-(4-(ethylsulfonamido)-3-((4-fluorobenzyl)oxy)phenyl)-5-((6-(trifluoromethoxy)pyridin-2-yl)amino)-1H-pyrazole-4-carboxamide C(C)S(=O)(=O)NC1=C(C=C(C=C1)C1=NNC(=C1C(=O)N)NC1=NC(=CC=C1)OC(F)(F)F)OCC1=CC=C(C=C1)F